succinate sodium salt [Na+].C(CCC(=O)[O-])(=O)[O-].[Na+]